2-aminoethylaminoanthraquinone NCCNC1=CC=CC=2C(C3=CC=CC=C3C(C12)=O)=O